ethyl 3-(5-isopropyl-1H-pyrrolo[2,3-b]pyridin-2-yl)-2,2-dimethylpropionate C(C)(C)C=1C=C2C(=NC1)NC(=C2)CC(C(=O)OCC)(C)C